tert-butyl (3R)-3-[[(3R)-1-[3-[2-(cyclopropoxy)-3-pyridyl]pyrazolo[1,5-a]pyrimidin-5-yl]pyrrolidin-3-yl]carbamoyloxy]-3-methyl-pyrrolidine-1-carboxylate C1(CC1)OC1=NC=CC=C1C=1C=NN2C1N=C(C=C2)N2C[C@@H](CC2)NC(=O)O[C@]2(CN(CC2)C(=O)OC(C)(C)C)C